1-(5-bromopyridin-2-yl)-3-methylenecyclobutanecarbonitrile BrC=1C=CC(=NC1)C1(CC(C1)=C)C#N